tert-butyl (2S,4R)-2-{[(2-chloro-4-ethynylphenyl)methyl]carbamoyl}-4-hydroxypyrrolidine-1-carboxylate ClC1=C(C=CC(=C1)C#C)CNC(=O)[C@H]1N(C[C@@H](C1)O)C(=O)OC(C)(C)C